(R)-3-(quinolin-3-ylamino)pyrrolidine-1-carboxylic acid tert-butyl ester C(C)(C)(C)OC(=O)N1C[C@@H](CC1)NC=1C=NC2=CC=CC=C2C1